C(CCCCC)(=O)OOC1=CC2=C(N(C(S2)=O)C2=NC=C(C=C2Cl)C(F)(F)F)C(=C1)C(C(=O)OC)C 1-methoxy-1-oxopropan-2-yl-(3-(3-chloro-5-(trifluoromethyl) pyridin-2-yl)-2-oxo-2,3-dihydrobenzothiazol-6-yloxy) hexanoate